1-(3-(benzofuran-5-yl)-6-chloropyrazin-2-yl)-2-methylpiperidine-4-carboxylic acid methyl ester COC(=O)C1CC(N(CC1)C1=NC(=CN=C1C=1C=CC2=C(C=CO2)C1)Cl)C